7-formyl-6-methoxy-2-isopropyl-1H-pyrrolo[3,2-c]pyridine-3-carbonitrile C(=O)C=1C2=C(C=NC1OC)C(=C(N2)C(C)C)C#N